bis(4-(4-maleimidophenoxy)phenyl)propane C1(C=CC(N1C1=CC=C(OC2=CC=C(C=C2)C(C)(C)C2=CC=C(C=C2)OC2=CC=C(C=C2)N2C(C=CC2=O)=O)C=C1)=O)=O